[phenyl(dimethylfluorenyl)triazinyl][(biphenylyl)dibenzothiophenyl]biphenyl C1(=CC=CC=C1)C1=C(C(=NN=N1)C=1C(=C(C=CC1)C1=CC=CC=C1)C1=C(C=CC=2SC3=C(C21)C=CC=C3)C3=C(C=CC=C3)C3=CC=CC=C3)C3=C(C(=CC=2C1=CC=CC=C1CC32)C)C